bis-(3,5-dibromobenzyloxy)-dimethylsilane BrC=1C=C(CO[Si](C)(C)OCC2=CC(=CC(=C2)Br)Br)C=C(C1)Br